ClC1=C(C=CC(=C1)F)[C@H](C)NC1=CC(=C(C(=O)N[C@H](C)\C=C\S(=O)(=O)C)C=C1)F 4-(((S)-1-(2-chloro-4-fluorophenyl)ethyl)amino)-2-fluoro-N-((R,E)-4-(methylsulfonyl)but-3-en-2-yl)benzamide